ClC=1C=CC(=C(C1)C1=CC(N(C=C1OC)C(C(=O)NC1=CC=C(C(=O)O)C=C1)C[C@H]1OCCCC1)=O)C1=NOC=C1 4-[(2-{4-[5-chloro-2-(1,2-oxazol-3-yl)phenyl]-5-methoxy-2-oxopyridin-1(2H)-yl}-3-[(2S)-tetrahydro-2H-pyran-2-yl]propionyl)amino]benzoic acid